CC1=NN(C(=C1)C)[C@@H]1[C@H](CCCC1)OC(=O)N[C@@H](CCOC1CC(C1)CCC1=NC=2NCCCC2C=C1)C(=O)O N-((((1S,2S)-2-(3,5-dimethyl-1H-pyrazol-1-yl)cyclohexyl)oxy)carbonyl)-O-((1S,3S)-3-(2-(5,6,7,8-tetrahydro-1,8-naphthyridin-2-yl)ethyl)cyclobutyl)-L-homoserine